C(#N)C=1C=C(C=CC1OC)[C@@H]1CC[C@H](CC1)CN(C(=O)[C@@H]1CC[C@H](CC1)O)C1=NC=CC(=C1)C=1C=NN(C1)C1CC1 trans-N-((trans-4-(3-Cyano-4-methoxyphenyl)cyclohexyl)methyl)-N-(4-(1-cyclopropyl-1H-pyrazol-4-yl)pyridin-2-yl)-4-hydroxycyclohexanecarboxamide